5-{2-[5-Bromo-4-fluoro-2-(7-methylchinolin-8-sulfonamido)phenyl]ethynyl}-4-methoxypyridin BrC=1C(=CC(=C(C1)C#CC=1C(=CC=NC1)OC)NS(=O)(=O)C=1C(=CC=C2C=CC=NC12)C)F